N1=COC=2C1=CC=1C=CC=NC1N2 oxazolonaphthyridin